CC(CNCC=1SC=C(N1)C=1C=NC(=CC1)C)C 2-methyl-N-[[4-(6-methyl-3-pyridinyl)thiazol-2-yl]methyl]propan-1-amine